OB1OC2=C([C@@H]3[C@H]1C3)C=CC(=C2C(=O)O)OC2CN(C2)C([C@H](N)CO)=O (1aR,7bS)-2-hydroxy-5-[(1-D-serylazetidin-3-yl)oxy]-1,1a,2,7b-tetrahydrocyclopropa[c][1,2]benzoxaborinine-4-carboxylic acid